(R)-(7-amino-5-azaspiro[2.4]heptan-5-yl)(1-(cyclopropylmethyl)-2-(1-(3-hydroxypropyl)-2,3-dihydro-1H-pyrrolo[1,2,3-de]quinoxalin-5-yl)-7-methoxy-1H-benzo[d]imidazol-5-yl)methanone N[C@H]1CN(CC12CC2)C(=O)C2=CC1=C(N(C(=N1)C1=CC=3C=4N1CCN(C4C=CC3)CCCO)CC3CC3)C(=C2)OC